COCC(C(=O)N)N1CCN(CC1)C 3-methoxy-2-(4-methyl-piperazin-1-yl)propanamide